3,6-bistrifluoromethyl-carbazole FC(C=1C=CC=2NC3=CC=C(C=C3C2C1)C(F)(F)F)(F)F